CC1(N(CCC1)CCNC(C1=CN=C(C(=C1)NC1=NN(C2=C1C=NC(=C2)NC=2C=NN(C2)C)C)C)=O)C N-(2-(2,2-dimethylpyrrolidin-1-yl)ethyl)-6-methyl-5-((1-methyl-6-((1-methyl-1H-pyrazol-4-yl)amino)-1H-pyrazolo[4,3-c]pyridin-3-yl)amino)nicotinamide